P(=O)(OC[C@H]1O[C@H]([C@@H]([C@@H]1O)O)[N+]1=CC(=CC=C1)C(NCCCCCCCCCCCCCC)=O)(O)[O-] ((2R,3S,4R,5R)-3,4-dihydroxy-5-(3-(tetradecylcarbamoyl)pyridin-1-ium-1-yl)tetrahydrofuran-2-yl)methyl hydrogen phosphate